5,6,7,8-tetrahydronaphthalene-2-carboxylic acid C1=C(C=CC=2CCCCC12)C(=O)O